(3-((2-fluoroazetidin-1-yl)methyl)pyridin-2-yl)boronic acid FC1N(CC1)CC=1C(=NC=CC1)B(O)O